CC=1C=C2CCC(NC2=CC1)C=1C=NNC1 6-methyl-2-(1H-pyrazol-4-yl)-1,2,3,4-tetrahydroquinoline